sodium mannopyranonate C1([C@@H](O)[C@@H](O)[C@H](O)[C@H](O1)CO)C(=O)[O-].[Na+]